tert-butyl 2-[2-[2-[2-[2-[3-[4-(ethylsulfonylamino)-2-[6-methyl-7-oxo-1-(p-tolylsulfonyl)pyrrolo[2,3-c]pyridin-4-yl]phenoxy]phenoxy]ethoxy] ethoxy]ethoxy]ethoxy]acetate C(C)S(=O)(=O)NC1=CC(=C(OC=2C=C(OCCOCCOCCOCCOCC(=O)OC(C)(C)C)C=CC2)C=C1)C=1C2=C(C(N(C1)C)=O)N(C=C2)S(=O)(=O)C2=CC=C(C=C2)C